ethyl 2-(2-trimethylsilylethynyl)thiazole-4-carboxylate C[Si](C#CC=1SC=C(N1)C(=O)OCC)(C)C